C(C)OC(=O)C1(CCN(CC1)C(=O)OC(C)(C)C)C=1C=CC(=NC1)C=1C(=NC=CC1)OCC 4-{2'-ethoxy-[2,3'-bipyridyl]-5-yl}piperidine-1,4-dicarboxylic acid 1-tert-butyl 4-ethyl ester